CN1N=CC=C1CN1C=NC2=CC=C(C=C2C1=O)OC1=CC(=NC=C1)C=1C=NN(C1)C 3-[(2-methylpyrazol-3-yl)methyl]-6-{[2-(1-methylpyrazol-4-yl)-4-pyridyl]oxy}quinazolin-4-one